22-(2-((1,2-dimethylhydrazinyl)methyl)-1H-indol-1-yl)-2,3-dimethyl-4,14,20-trioxo-7,10-dioxa-3,13,16,19-tetraazadocosan-1-oate CN(NC)CC=1N(C2=CC=CC=C2C1)CCC(NCCNCC(NCCOCCOCCC(N(C(C(=O)[O-])C)C)=O)=O)=O